C(C)C1=CC2=C(NC1=O)SC(=N2)CO 6-Ethyl-2-(hydroxymethyl)thiazolo[5,4-b]pyridin-5(4H)-one